C1(=CC=CC=C1)SCCC 1-(phenylthio)propan